FC1(CC(C1)C1=NOC=C1C(=O)O)F 3-(3,3-Difluorocyclobutyl)isoxazole-4-carboxylic acid